Methyl 1-(2-(4-chloro-5-((3-(2,3-dihydrobenzo[b][1,4]dioxin-6-yl)-2-methylbenzyl)oxy)-2-formylphenoxy)ethyl)-4-hydroxypiperidine-4-carboxylate ClC1=CC(=C(OCCN2CCC(CC2)(C(=O)OC)O)C=C1OCC1=C(C(=CC=C1)C1=CC2=C(OCCO2)C=C1)C)C=O